C1C(CC12CCC2)C(C(=O)O)CC spiro[3.3]heptan-2-yl-butanoic acid